3,5-bis(undecan-2-yl)dihydro-1H,3H,5H-oxazolo[3,4-c]oxazole CC(CCCCCCCCC)C1OCC2N1C(OC2)C(C)CCCCCCCCC